OC=1C=C(C=CC1)C(CNC)=O 1-(3-hydroxyphenyl)-2-(methylamino)ethanone